C(C)(C)OCC1=CC(=NC=C1)NC=1SC2=NC(=CC=C2N1)C=1C=NNC1C N-(4-(isopropoxymethyl)-pyridin-2-yl)-5-(5-methyl-1H-pyrazol-4-yl)thiazolo[5,4-b]pyridin-2-amine